C(C)(C)(C)OC(=O)N1C(CCC1)C#C ethynyl-pyrrolidine-1-carboxylic acid tert-butyl ester